OC1=CC=C(C=2C(C3=CC(=CC=C3C(C12)=O)O)=O)O 1,4,6-trihydroxyanthraquinone